[C@@H](C)(CCCCCCC)OC1=CC=C2C(C=COC2=C1)=O |r| racemic-7-sec-nonyloxychromone